(+/-)-trans-3-ethyl-4-hydroxypiperidine-1-carboxylic acid tert-butyl ester C(C)(C)(C)OC(=O)N1C[C@H]([C@@H](CC1)O)CC |r|